ClC1=CC=2C=CC=C3C(N(C(=N1)C32)CC3=CC=C(C=C3)OC)=O 10-chloro-2-[(4-methoxyphenyl)methyl]-2,11-diazatricyclo[6.3.1.04,12]dodeca-1(11),4,6,8(12),9-pentaen-3-one